methyl N-[5-({4-[(2S)-2-[(8-{3-[(dimethylamino)methyl]-2-methylphenyl}quinazolin-4-yl)amino]propyl]piperazin-1-yl}sulfonyl)-4-methyl-1,3-thiazol-2-yl]carbamate CN(C)CC=1C(=C(C=CC1)C=1C=CC=C2C(=NC=NC12)N[C@H](CN1CCN(CC1)S(=O)(=O)C1=C(N=C(S1)NC(OC)=O)C)C)C